BrC1=NC(=NC(=C1N)Br)SCCC 4,6-dibromo-2-propylthio-5-aminopyrimidine